C(C1=CC=CC=C1)C(C(=O)NC)C1CC2(C1)CC(C2)NC(=O)NCC2=CC=C(C=C2)OC benzyl-2-(6-(3-(4-methoxybenzyl)ureido)spiro[3.3]hept-2-yl)-N-methylacetamide